N-ethyl-2-isobutyryl-N-(2,2,2-trifluoro-1-(4-fluorophenyl)ethyl)-1,2,3,4-tetrahydroisoquinoline-7-sulfonamide C(C)N(S(=O)(=O)C1=CC=C2CCN(CC2=C1)C(C(C)C)=O)C(C(F)(F)F)C1=CC=C(C=C1)F